O(C1=CC=CC=C1)C1=CC=C(OCC(C)O)C=C1 1-(4-phenoxyphenoxy)-2-propanol